C(C)(C)C1N2C(C3=CC(=C(C=C3C1)OCCCOC)OS(=O)(=O)C(F)(F)F)=CC(C(=C2)C(=O)OCC)=O ethyl 6-isopropyl-9-(3-methoxypropoxy)-2-oxo-10-(((trifluoromethyl)sulfonyl)oxy)-6,7-dihydro-2H-pyrido[2,1-a]isoquinoline-3-carboxylate